((3-chlorophenyl)carbamoyl)(3-(1-phenylpropan-2-yl)-1,2,3-oxadiazol-3-ium-5-yl)amide ClC=1C=C(C=CC1)NC(=O)[N-]C1=C[N+](=NO1)C(CC1=CC=CC=C1)C